C(C)OCCN1N=CC(=C1C)NC=1SC=C(N1)C1=C(C=C(C=C1)N1C(NCC1)=O)F 1-(4-{2-[1-(2-Ethoxy-ethyl)-5-methyl-1H-pyrazol-4-ylamino]-thiazol-4-yl}-3-fluoro-phenyl)-imidazolidin-2-one